C1(=CC=CC=C1)NC(NC=1C(C(=CC(C1)=O)C)=N)=O phenylureido-6-methyl-1,4-benzoquinone imine